FC1=C(C=CC=C1)CCNC1=NC(=NC=C1C(=O)N)NC=1C=NN(C1)C 4-((2-fluorophenylethyl)amino)-2-((1-methyl-1H-pyrazol-4-yl)amino)pyrimidin-5-carboxamide